(S)-3-(4-acrylamidobenzamido)-6,6-dimethyl-N-(1-methylpiperidin-3-yl)-4,6-dihydropyrrolo[3,4-c]pyrazole-5(1H)-carboxamide C(C=C)(=O)NC1=CC=C(C(=O)NC=2C3=C(NN2)C(N(C3)C(=O)N[C@@H]3CN(CCC3)C)(C)C)C=C1